FC1=CC=C(C=C1)N1N=NC(=C1)C(CC)N1C=C(C2=C1N=CN=C2N)C=2C(=NC=NC2)OC 7-{1-[1-(4-Fluorophenyl)-1H-1,2,3-triazol-4-yl]propyl}-5-[4-methoxypyrimidin-5-yl]-7H-pyrrolo[2,3-d]pyrimidin-4-amine